CC1(COB(OC1)C=1C=C(C2=C(N(CO2)C)C1)F)C 5-(5,5-Dimethyl-1,3,2-dioxaborinan-2-yl)-7-fluoro-3-methyl-1,3-benzoxazol